FC(C1=NN=C(S1)C1=NC=C2N1C=C(C=C2N2C[C@@H](N([C@H](C2)C)C(=O)C2(CC2)OC)C)S(=O)(=O)NC2(COC2)C)F 3-(5-(difluoromethyl)-1,3,4-thiadiazol-2-yl)-8-((3S,5S)-4-(1-methoxycyclopropane-1-carbonyl)-3,5-dimethylpiperazin-1-yl)-N-(3-methyloxetan-3-yl)imidazo[1,5-a]pyridine-6-sulfonamide